N-(5-(((5-(tert-butyl)oxazol-2-yl)methyl)thio)thiazol-2-yl)-1-(3-(2,4-dioxotetrahydropyrimidin-1(2H)-yl)benzyl)piperidine-4-carboxamide C(C)(C)(C)C1=CN=C(O1)CSC1=CN=C(S1)NC(=O)C1CCN(CC1)CC1=CC(=CC=C1)N1C(NC(CC1)=O)=O